5-bromo-N-[(2,4-dimethoxyphenyl)methyl]-N-(6-fluoro-2-pyridyl)-4-methyl-pyridine-2-sulfonamide BrC=1C(=CC(=NC1)S(=O)(=O)N(C1=NC(=CC=C1)F)CC1=C(C=C(C=C1)OC)OC)C